5-methyl-6-nitrobenzothiazole CC=1C(=CC2=C(N=CS2)C1)[N+](=O)[O-]